Cyclopropylpyridine-2-carbonitrile C1(CC1)C=1C(=NC=CC1)C#N